tert-butyl (2R)-2-(2,3-dihydro-1H-isoindole-2-carbonyl)-4-(trifluoromethanesulfonyloxy)-2,5-dihydro-1H-pyrrole-1-carboxylate C1N(CC2=CC=CC=C12)C(=O)[C@@H]1N(CC(=C1)OS(=O)(=O)C(F)(F)F)C(=O)OC(C)(C)C